The molecule is an ortho- and peri-fused polycyclic arene comprising of five benzene rings that is anthracene in which the d,e and k,l sides are fused to benzene rings. It is an ortho- and peri-fused polycyclic arene and a member of perylenes. C1=CC2=C3C(=C1)C4=CC=CC5=C4C(=CC=C5)C3=CC=C2